N-[(3R)-1-{5-[2-(3,5-difluoropyridin-2-yl)-6-fluoro-4-methylphenyl]-4,5-dihydro-1,2-oxazol-3-yl}-4,4-difluoropyrrolidin-3-yl]-1-fluoromethanesulfonamide FC=1C(=NC=C(C1)F)C1=C(C(=CC(=C1)C)F)C1CC(=NO1)N1C[C@H](C(C1)(F)F)NS(=O)(=O)CF